C(C)(C)(C)OCC(C)O propylene glycol tertiary Butyl ether